(S)-diphenyl (2-methylaziridin-1-yl)phosphonate CC1[N@](C1)P(OC1=CC=CC=C1)(OC1=CC=CC=C1)=O